COC=1C=C(C=CC1)C1=NN2C(C=CC(=C2)N)=C1 2-(3-methoxyphenyl)pyrazolo[1,5-a]pyridin-6-amine